COC(CNC(=O)C1=NC=C(C=C1O)C1CCN(CC1)C(COC1=CC=C(C=C1)Cl)=O)=O (5-(1-(2-(4-chlorophenoxy)acetyl)-piperidin-4-yl)-3-hydroxy-pyridine-2-carbonyl)glycine methyl ester